FC1=CC=C(C=C1)C1=C(CCCC1)CN1CCN(CC1)CC=1C=C2CN(C(C2=CC1)=O)C1C(NC(CC1)=O)=O 3-(5-((4-((4'-fluoro-3,4,5,6-tetrahydro-[1,1'-biphenyl]-2-yl)methyl)piperazin-1-yl)methyl)-1-oxoisoindolin-2-yl)piperidine-2,6-dione